C1(CC1)C(=O)NC=1N=CC2=C(N1)N1C(C(=C2)C=2C=C(C=CC2C)NC(C2=NC=CC(=C2)C(F)(F)F)=O)=NCC1 N-(3-(2-(cyclopropanecarboxamido)-8,9-dihydroimidazo[1',2':1,6]pyrido[2,3-d]pyrimidin-6-yl)-4-methylphenyl)-4-(trifluoromethyl)picolinamide